trifluoromethyl-5-cyanopyrazole FC(F)(F)C1=NNC(=C1)C#N